OC=1C=C(OCCC)C=CC1C(\C=C\C1=CC(=C(C=C1)OC)OCC1=CC=CC=C1)=O 3-[3-Hydroxy-4-[(E)-3-(4-methoxy-3-phenylmethoxyphenyl)prop-2-enoyl]phenoxy]propane